3-[[4-(2,6-dimethylphenyl)-6-[[6-(5-isopropoxypyrimidin-2-yl)-3-isopropyl-2-piperidyl]methoxy]pyrimidin-2-yl]sulfamoyl]benzoic acid CC1=C(C(=CC=C1)C)C1=NC(=NC(=C1)OCC1NC(CCC1C(C)C)C1=NC=C(C=N1)OC(C)C)NS(=O)(=O)C=1C=C(C(=O)O)C=CC1